CC1=C(C(=O)NC=2SC(=NN2)CC2=CC=C(C=C2)C(F)(F)F)C=CC=N1 2-methyl-N-(5-(4-(trifluoromethyl)benzyl)-1,3,4-thiadiazol-2-yl)nicotinamide